(2-chloro-4-fluorophenyl)-1-methyl-6-trifluoromethyl-pyrimidine-2,4(1H,3H)-dione ClC1=C(C=CC(=C1)F)N1C(N(C(=CC1=O)C(F)(F)F)C)=O